[OH-].C(CCCCCCCCCC)[N+](CCCS(=O)(=O)O)(C)C undecyl-dimethyl-(3-sulfopropyl)ammonium hydroxide